(E)-5-(2-(2-hydroxyethyl)-4-(pyridin-4-yl)-1H-imidazol-5-yl)-2,3-dihydro-1H-inden-1-one oxime OCCC=1NC(=C(N1)C1=CC=NC=C1)C=1C=C2CC\C(\C2=CC1)=N/O